C(C)(C)(C)OC(N[C@H]1[C@H](CCC1)C1=CC=C(C=C1)C=1C=2C3=C(C(NC2C(=CC1OC)C)=O)SC=C3)=O cis-2-(4-(8-methoxy-6-methyl-4-oxo-4,5-dihydrothieno[2,3-c]quinolin-9-yl)phenyl)cyclopentylcarbamic acid tert-butyl ester